BrCCBr ls-1,2-dibromoethane